(isopropylamino)-3-(2-((3-methylisoxazol-5-yl)methoxy)phenoxy)propan-2-ol C(C)(C)NCC(COC1=C(C=CC=C1)OCC1=CC(=NO1)C)O